bis(mercaptoethyl)amine hydrochloride Cl.SCCNCCS